FC1=C(C=C(C(=C1NC(=O)C1=CN=C2N1C=CC=C2)C)F)C2=NC(=NO2)C2CN(C2)C(=O)OC methyl 3-(5-(2,5-difluoro-3-(imidazo[1,2-a]pyridine-3-carboxamido)-4-methylphenyl)-1,2,4-oxadiazol-3-yl)azetidine-1-carboxylate